FC=1C=CC=C2C(C(NC12)=O)C1=CC=C(C=C1)OC 7-fluoro-3-(4-methoxyphenyl)indolin-2-one